BrC1=C(C2=C(OC(CN2)F)N=C1)C 7-bromo-3-fluoro-8-methyl-2,3-dihydro-1H-pyrido[2,3-b][1,4]oxazine